N-(2,4-difluorophenyl)cyclopropanecarboxamide tert-butyl-(6,12-dioxo-8-(2H-tetrazol-5-yl)-6,12-dihydroindolo[2,1-b]quinazolin-2-yl)carbamate C(C)(C)(C)N(C(O)=O)C=1C=C2C(N3C(=NC2=CC1)C(C1=CC(=CC=C13)C=1N=NNN1)=O)=O.FC1=C(C=CC(=C1)F)NC(=O)C1CC1